1,2,3,4-tetrahydroisoquinoline-8-carboxylate C1NCCC2=CC=CC(=C12)C(=O)[O-]